tert-butyl (S)-(3-methyl-1-((naphthalen-1-ylmethyl)amino)-1-oxobutan-2-yl)carbamate CC([C@@H](C(=O)NCC1=CC=CC2=CC=CC=C12)NC(OC(C)(C)C)=O)C